N-[2-(4-cyano-2-oxo-1,2-dihydropyridin-1-yl)-3-{[(CIS)-4-phenylcyclohexyl]oxy}propyl]methane-sulfonamide C(#N)C1=CC(N(C=C1)C(CNS(=O)(=O)C)CO[C@@H]1CC[C@@H](CC1)C1=CC=CC=C1)=O